C(C)(=O)N1CCC(CC1)C=1OC2=C(C(C1)=O)C=C(C=1N=C(N(C12)CC(F)(F)F)C(F)(F)F)Cl 8-(1-acetylpiperidin-4-yl)-4-chloro-1-(2,2,2-trifluoroethyl)-2-(trifluoromethyl)chromeno[7,8-d]imidazol-6(1H)-one